Bis(3-diethoxymethylsilylpropyl)amine C(C)OC(OCC)[SiH2]CCCNCCC[SiH2]C(OCC)OCC